ClC1=CC=C(C=C1)C1=N[C@H](C=2N(C3=C1C(=C(S3)C)C)C(=NN2)C)CC(=O)NCCCC(=O)NC=2C=CC(=C(C2)C#CCNC(OC(C)(C)C)=O)OC tert-butyl (S)-(3-(5-(4-(2-(4-(4-chlorophenyl)-2,3,9-trimethyl-6H-thieno[3,2-f][1,2,4]triazolo[4,3-a][1,4]diazepin-6-yl)acetamido)butanamido)-2-methoxyphenyl)prop-2-yn-1-yl)carbamate